ClC1=C(C=CC(=C1)OC1=C(C=CC=C1)F)C(=O)C1=CNC2=NC=CC(=C21)N[C@H]2CO[C@@H](CC2)CO (2-chloro-4-(2-fluorophenoxy)phenyl)(4-(((3R,6S)-6-(hydroxymethyl)tetrahydro-2H-pyran-3-yl)amino)-1H-pyrrolo[2,3-b]pyridin-3-yl)methanone